OC1=CC=C2C(C(=COC2=C1OC)C1=CC=C(C=C1)OC)=O 7-hydroxy-4',8-dimethoxyisoflavone